(R)-3-(5-(2-(2H-1,2,3-Triazol-2-yl)acetyl)-2-isopropoxyphenyl)-2-((4-(2-(4-chlorophenoxy)acetyl)piperazin-1-yl)methyl)pyrido[2,3-d]pyrimidin-4(3H)-one N=1N(N=CC1)CC(=O)C=1C=CC(=C(C1)N1C(=NC2=C(C1=O)C=CC=N2)CN2CCN(CC2)C(COC2=CC=C(C=C2)Cl)=O)OC(C)C